FC(C=1C2=CN(N=C2C(=C(C1)C1=CC=C(C=C1)N1CCOCC1)C)C(C(=O)NC=1SC=CN1)C1=C2N(C=N1)CCC2)F 2-[4-(difluoromethyl)-7-methyl-6-(4-morpholinophenyl)indazol-2-yl]-2-(6,7-dihydro-5H-pyrrolo[1,2-c]imidazol-1-yl)-N-thiazol-2-yl-acetamide